2-oxa-6-azaspiro[3.3]heptane oxalic acid salt C(C(=O)O)(=O)O.C1OCC12CNC2